ClC1=CC(=C(C2=C1CC(OC2=O)C)O)C(=O)N[C@@H](CC2=CC=CC=C2)C(=O)O N-[(5-chloro-3,4-dihydro-8-hydroxy-3-methyl-1-oxo-1H-2-benzopyran-7-yl)carbonyl]-L-phenylalanine